O[C@H](CNC1=NC2=CC=C(C=C2C(N1C([2H])([2H])C=1C=NN(C1)C)=O)S(=O)(=O)NC1(CC1)C)C 2-{[(2S)-2-hydroxypropyl]amino}-N-(1-methylcyclopropyl)-3-[(1-methylpyrazol-4-yl)(2H2)methyl]-4-oxoquinazoline-6-sulfonamide